CC=1C=C(C=CC1)B(O)O 3-methylphenyl-Boronic acid